(S)-1'-(4-chloro-2-(2,3-dichlorophenyl)-2H-indazol-6-yl)-1,3-dihydrospiro[inden-2,4'-piperidin]-1-amine ClC=1C2=CN(N=C2C=C(C1)N1CCC2(CC1)[C@@H](C1=CC=CC=C1C2)N)C2=C(C(=CC=C2)Cl)Cl